FC1=C(CB2OC(C)(C)C(C)(C)O2)C=CC=C1 2-fluorobenzylboronic acid pinacol ester